CNCC1=CC=NC=C1 N-methyl-1-(pyridin-4-yl)methylamine